FC1=C(C=C(C=C1)F)C1N(CCC1)C=1C=CC=2N(N1)C(=CN2)C=CC2=NOC(=N2)NCCN N1-(3-(2-(6-(2-(2,5-difluorophenyl)pyrrolidin-1-yl)imidazo[1,2-b]pyridazin-3-yl)ethenyl)-1,2,4-oxadiazol-5-yl)ethane-1,2-diamine